methylcyclohexane formate C(=O)O.CC1CCCCC1